Tetraeth-oxysilan C(C)O[Si](OCC)(OCC)OCC